C(C)(=O)O[C@@H]1[C@H](O[C@H]([C@@H]1OC(C)=O)N1N=CC=2C1=NC(=NC2N2CC1(CCC3=CC=C(C=C13)F)C2)Cl)COC(C)=O (2R,3R,4R,5R)-2-(acetoxymethyl)-5-(6-chloro-4-(6'-fluoro-2',3'-dihydrospiro[azetidine-3,1'-inden]-1-yl)-1H-pyrazolo[3,4-d]pyrimidin-1-yl)tetrahydrofuran-3,4-diyl diacetate